OC1=C(C=C(C=C1)/C=C/C=1C=C(C=C(C1)O)O)OC 5-[(E)-2-(4-hydroxy-3-methoxy-phenyl)vinyl]benzene-1,3-diol